Cl[Pd]C1=C(C=CC=C1)C1=C(C=CC=C1)N(C)C chloro[2'-(dimethylamino)biphenyl-2-yl]Palladium